[K+].C(C(=C)C)(=O)OCCS(=O)(=O)[O-] 2-sulfoethyl methacrylate, potassium salt